2-fluorophenylalanin FC1=C(C[C@H](N)C(=O)O)C=CC=C1